C(C#C)C=1SC=CC1 2-prop-2-ynylthiophene